FC=1C=C(CP(OCC)(OCC)[O-])C=CC1F diethyl 3,4-difluorobenzylphosphite